FC1(CNC1)C#CC1=CC2=C(OC[C@@H](C(N2C)=O)NC(=O)C2=NC=CC(=C2)OC2=CC=CC=C2)C=C1 (S)-N-(7-((3-fluoroazetidin-3-yl)ethynyl)-5-methyl-4-oxo-2,3,4,5-tetrahydrobenzo[b][1,4]oxazepin-3-yl)-4-phenoxypyridineamide